FC(C=1C=CC(=NC1)C1CCC(CC1)N1CCC2(CS(C2)(=O)=O)CC1)(F)F 7-((1r,4r)-4-(5-(trifluoromethyl)pyridin-2-yl)cyclohexyl)-2-thia-7-azaspiro[3.5]nonane 2,2-dioxide